1-[(1S)-1-cyclopentylethyl]-1H-imidazole-4-carboxylic acid C1(CCCC1)[C@H](C)N1C=NC(=C1)C(=O)O